dibromo-para-methylstyrene BrC(=CC1=CC=C(C=C1)C)Br